3-[3-[6-(6-methylpyridazin-4-yl)pyrrolo[1,2-b]pyridazin-4-yl]-3,8-diazabicyclo[3.2.1]oct-8-yl]cyclobutane-1-carbonitrile CC1=CC(=CN=N1)C=1C=C2N(N=CC=C2N2CC3CCC(C2)N3C3CC(C3)C#N)C1